(1,3-Dioxoisoindolin-2-yl)-3-hydroxybutyl acetate C(C)(=O)OCCC(CN1C(C2=CC=CC=C2C1=O)=O)O